1-(tert-butyl) 2-methyl (S)-4-methylenepiperidine-1,2-dicarboxylate C=C1C[C@H](N(CC1)C(=O)OC(C)(C)C)C(=O)OC